Bicyclo[2.2.1]heptan-2,5-diol C12C(CC(C(C1)O)C2)O